ClC1=C(C=C(C(=O)N2CC=3NC(N(C(C3C[C@H]2C)=O)C2=CC(=NO2)C(=O)NC)=S)C=C1)C(F)(F)F (R)-5-(7-(4-Chloro-3-(trifluoromethyl)benzoyl)-6-methyl-4-oxo-2-thioxo-1,2,5,6,7,8-hexahydropyrido[3,4-d]pyrimidin-3(4H)-yl)-N-methylisoxazole-3-carboxamide